COC=1C=C2[C@]3(C(NC2=CC1)=O)[C@@H](C3)C3=CC=C1C(=NNC1=C3)NC3=C(C=C(C=C3)C=3N=NN(N3)C)OC (1R,2S)-5'-methoxy-2-{3-[2-methoxy-4-(2-methyl-2H-tetrazol-5-yl)anilino]-1H-indazol-6-yl}spiro[cyclopropane-1,3'-indol]-2'(1'H)-one